C(C)N(C(CC(=O)C)=O)CC N,N-diethyl-acetoacetamide